5,8,25,28-tetraoxo-12,15,18,21-tetraoxa-3,6,9,24,27,30-hexaazadotriacontane-1,32-dioic acid O=C(CNCC(=O)O)NCC(NCCOCCOCCOCCOCCNC(CNC(CNCC(=O)O)=O)=O)=O